C(C)(C)(C)OC(=O)N1C[C@H](CC1)NC1=NC=CC=C1[N+](=O)[O-] (S)-3-((3-nitropyridin-2-yl)amino)pyrrolidine-1-carboxylic acid tert-butyl ester